2-((1R,4R)-4-(((5-fluoro-2-((4-morpholinophenyl)amino)pyrimidin-4-yl)oxy)methyl)cyclohexyl)propan-2-ol FC=1C(=NC(=NC1)NC1=CC=C(C=C1)N1CCOCC1)OCC1CCC(CC1)C(C)(C)O